7-(3-(6-chloro-4-methylpyridin-3-yl)-7,8-dihydro-1,6-naphthyridin-6(5H)-yl)-2-(methoxymethyl)-8,9-dimethyl-4H-pyrimido[1,2-b]pyridazin-4-one ClC1=CC(=C(C=N1)C=1C=NC=2CCN(CC2C1)C=1C(=C(C=2N(N1)C(C=C(N2)COC)=O)C)C)C